OC1=CC=C(C=C1)C1=CC(=NC=C1)N1CCN(CC1)C(=O)O 4-(4-(4-Hydroxyphenyl)pyridin-2-yl)piperazine-1-carboxylic acid